(S)-4-amino-1-(4-bromo-2,6-dichlorophenyl)-N-(5-(1-(methylamino)ethyl)pyridin-3-yl)-6-oxo-1,6-dihydropyrimidine-5-carboxamide NC=1N=CN(C(C1C(=O)NC=1C=NC=C(C1)[C@H](C)NC)=O)C1=C(C=C(C=C1Cl)Br)Cl